NCC=CCNC1=NC(N(C2=CC(=CC=C12)C(F)(F)F)C=1C=NC=CC1)=O 4-((4-aminobut-2-en-1-yl)amino)-1-(pyridin-3-yl)-7-(trifluoromethyl)quinazolin-2(1H)-one